(3R)-3-amino-8-fluoro-7-[5-(1-methyl-1-methylsulfonyl-ethyl)-1,2,4-oxadiazol-3-yl]-1-oxo-5-[(4-phenoxyphenyl)methyl]-2,3-dihydro-1λ4,5-benzothiazepine-4-One N[C@H]1CS(C2=C(N(C1=O)CC1=CC=C(C=C1)OC1=CC=CC=C1)C=C(C(=C2)F)C2=NOC(=N2)C(C)(S(=O)(=O)C)C)=O